benzenesulfonamide sulfate trihydrate O.O.O.S(=O)(=O)(O)O.C1(=CC=CC=C1)S(=O)(=O)N